rac-(R)-1-(6-((4-Hydroxy-2-(((6-methyl-1,2,4-triazin-3-yl)amino)methyl)butyl)amino)pyridin-3-yl)quinolin-2(1H)-one OCC[C@H](CNC1=CC=C(C=N1)N1C(C=CC2=CC=CC=C12)=O)CNC=1N=NC(=CN1)C |r|